FC1=C(C=C(C=C1)OC)C1=C(C=C(C=C1)COC=1C=C(C=CC1)C(CP(OCC)(=O)C)C)[C@H](C(C)(C)C)OC ethyl (2-(3-((2'-fluoro-5'-methoxy-2-((S)-1-methoxy-2,2-dimethylpropyl)-[1,1'-biphenyl]-4-yl)methoxy)phenyl)propyl)(methyl)phosphinate